tert-butyl (R)-4-ethyl-3,4-dihydro-[1,4]oxazepino[7,6-c]quinoline-2(1H)-carboxylate C(C)[C@H]1OC=2C=NC=3C=CC=CC3C2CN(C1)C(=O)OC(C)(C)C